ClC=1C=C(C=C(C1)Cl)C1=NC(=NC(=N1)C1=CC(=CC(=C1)Cl)Cl)C1=CC=C(C=C1)C1=CC=CC2=CC=CC=C12 2,4-bis(3,5-dichlorophenyl)-6-(4-(naphthalen-1-yl)phenyl)-1,3,5-triazine